(S)-3-(2-(difluoromethoxy)phenyl)-6-(2-(2-hydroxy-7-azaspiro[3.5]non-7-yl)pyrimidin-5-yl)-2,3-dihydropyrazolo[1,2-a]indazol-9(1H)-one FC(OC1=C(C=CC=C1)[C@@H]1CCN2N1C=1C=C(C=CC1C2=O)C=2C=NC(=NC2)N2CCC1(CC(C1)O)CC2)F